FC=1[C@H](C[C@H]2C[C@H]([C@H]3[C@@H]4CC[C@H]([C@@H](CCC(=O)O)C)[C@]4(CC[C@@H]3[C@]2(C1)C)C)O)O 2-fluoro-3α,7α-dihydroxy-5β-chol-1-enic acid